2-(benzofuran-3-yl)-1-(((3-fluoro-5-morpholinophenyl)methyl)sulfonamido)ethylboronic acid O1C=C(C2=C1C=CC=C2)CC(NS(=O)(=O)CC2=CC(=CC(=C2)N2CCOCC2)F)B(O)O